ethyl isobutyrate hydrofluoric acid salt F.C(C(C)C)(=O)OCC